azido-triazine N(=[N+]=[N-])C1=NN=NC=C1